OCC(C#CC=1C=CC=2OC[C@@H](C(N(C2N1)C)=O)NC(=O)C1=NC=CC(=C1)OC1=CC=CC=C1)(C)C (S)-N-(7-(4-hydroxy-3,3-dimethylbut-1-yn-1-yl)-5-methyl-4-oxo-2,3,4,5-tetrahydropyrido[3,2-b][1,4]oxaazepin-3-yl)-4-phenoxypyridineamide